ClC=1C(=C(C=CC1)NC1=NC=NC2=CC(=C(C=C12)[N+](=O)[O-])C#CC1(CN(CC1)C)F)F N-(3-chloro-2-fluorophenyl)-7-((3-fluoro-1-methylpyrrolidin-3-yl)ethynyl)-6-nitroquinazolin-4-amine